C(#N)C(C)(C)C1=CC(=NC=C1)NC(C1=CN=C(C(=C1)C=1C=NC2=CC(=NC=C2C1)NC)C)=O N-(4-(2-Cyanopropan-2-yl)pyridin-2-yl)-6-methyl-5-(7-(methylamino)-1,6-naphthyridin-3-yl)nicotinamide